COC=1C(=NC(=C2C=CC=NC12)NC1CC2CCC(C1)N2CCC#N)NC2=NNC(=C2)C 3-((3-exo)-3-((8-methoxy-7-((5-methyl-1H-pyrazol-3-yl)amino)-1,6-naphthyridin-5-yl)amino)-8-azabicyclo[3.2.1]octan-8-yl)propionitrile